FC1=CC=C(CC[C@]2(CN(CC2)CC=2C=NC=CC2)C2COC2)C=C1 |o1:7| (R or S)-3-((3-(4-fluoro-phenethyl)-3-(oxetan-3-yl)pyrrolidin-1-yl)methyl)pyridine